C(C1=CC=CC=C1)N1C=CC2=C(C(=CC=C12)NC1=C(C(=O)O)C=C(C=N1)C1CC1)C 2-((1-benzyl-4-methyl-1H-indol-5-yl)amino)-5-cyclopropyl-nicotinic acid